O=C1NC(CCC1C1=NN(C2=CC(=CC=C12)C1C(CN(CC1)C(=O)OC(C)(C)C)(F)F)C)=O tert-butyl 4-[3-(2,6-dioxo-3-piperidyl)-1-methyl-indazol-6-yl]-3,3-difluoro-piperidine-1-carboxylate